FC(SC1=CC=C(C=N1)B(O)O)(F)F (6-((trifluoromethyl)thio)pyridin-3-yl)boronic acid